ethyl-2-caprolactam C(C)C1(C(=O)N1)CCCC